NC1=C2N=CN(C2=NC(=N1)C(N)=O)[C@H]1[C@@H]([C@@]([C@H](O1)COC(C(=O)O)(C(=O)OCC)CC1=CC=CC=C1)(O)C#C)O 2-(((2R,3S,4R,5R)-5-(6-amino-2-carbamoyl-9H-purin-9-yl)-3-ethynyl-3,4-dihydroxytetrahydrofuran-2-yl)methoxy)-2-benzyl-3-ethoxy-3-oxopropanoic acid